bis[4-(trifluoromethyl) phenyl] sulfoxide FC(C1=CC=C(C=C1)S(=O)C1=CC=C(C=C1)C(F)(F)F)(F)F